3-fluoroazetidine-3-carboxylic acid FC1(CNC1)C(=O)O